O1COC2=C1C=CC(=C2)CC(CC)N 1-(1,3-benzodioxol-5-yl)-2-aminobutane